NC1=NC(=NC=2N(CC(NC12)=O)CC1=CC(=CC=C1)CN1C(CCC1C)C)OCCCC 4-amino-2-butoxy-8-(3-((2,5-dimethylpyrrolidin-1-yl)methyl)benzyl)-7,8-dihydropteridin-6(5H)-one